2-(4-fluorophenyl)-3-(o-bromobenzyl)indole FC1=CC=C(C=C1)C=1NC2=CC=CC=C2C1CC1=C(C=CC=C1)Br